N1(CCNCC1)C1=NN2C(C=CC(=C2)C2=CC=NC=C2)=C1 (piperazin-1-yl)-6-(pyridin-4-yl)pyrazolo[1,5-a]pyridine